OCCNC(=O)C=1C=CC(=NC1OC)C=1C(=C(C=CC1)C1=C(C(=CC=C1)C1=CC=2N(C=C1)C(=NN2)C2=CC=C(CN1[C@H](CCC1)C(=O)OC(C)(C)C)C=C2)C)C tert-butyl (4-(7-(3'-(5-((2-hydroxyethyl)carbamoyl)-6-methoxypyridin-2-yl)-2,2'-dimethyl-[1,1'-biphenyl]-3-yl)-[1,2,4]triazolo[4,3-a]pyridin-3-yl)benzyl)-D-prolinate